9-(2-amino-6-(4-(trifluoromethyl)-1H-pyrazol-1-yl)pyrimidin-4-yl)-1-(3,4-difluorophenyl)-1,9-diazaspiro[5.5]undecane-2-one NC1=NC(=CC(=N1)N1CCC2(CCCC(N2C2=CC(=C(C=C2)F)F)=O)CC1)N1N=CC(=C1)C(F)(F)F